BrC(C(=O)NN)(F)F 2-bromo-2,2-difluoro-acetylhydrazine